ClC=1C=C(C=CC1Cl)C=1C(=CC=C(C1)F)N 3',4'-dichloro-5-fluoro-[1,1'-biphenyl]-2-amine